C(C)OC(=O)C1=CN(C2=CC(=C(C=C2C1=O)Cl)N1[C@H](CCC1)COC1=NC=CC=C1Cl)C=1C=NC(=CC1)Cl 6-chloro-7-[(2R)-2-{[(3-chloropyridin-2-yl)oxy]methyl}pyrrolidin-1-yl]-1-(6-chloropyridin-3-yl)-4-oxo-1,4-dihydroquinoline-3-carboxylic acid ethyl ester